(3-fluoro-6-methoxypyridin-2-yl)[3-{[2-(4-isopropylphenyl)imidazo[1,2-a]pyrimidin-3-yl]methyl}-3,9-diazabicyclo[4.2.1]nonan-9-yl]methanone FC=1C(=NC(=CC1)OC)C(=O)N1C2CN(CCC1CC2)CC2=C(N=C1N2C=CC=N1)C1=CC=C(C=C1)C(C)C